NCC1=CC=C(C=C1)[NH-] (4-aminomethyl-phenyl)-amide